FC=1C=C(C=CC1F)C=1C=C(C(=O)OC)C(=CN1)N1CC(CCC1)(C1=NC(=CC=C1)C)NC(=O)OC methyl 2-(3,4-difluorophenyl)-5-(3-((methoxycarbonyl)amino)-3-(6-methylpyridin-2-yl)piperidin-1-yl)isonicotinate